CC(CC)C=C(C)C 3,5-dimethyl-4-hexen